BrC=1C=C2C=CC=C(C2=CC1)N1NC=CN=C1 2-(6-bromonaphthyl)-1,2,4-triazine